N1=CC(=CC=C1)OC(CNC(=O)C=1C=2C[C@@H]3[C@H](C2N(N1)C1=C(C=C(C=C1)F)F)C3)C (1aR,5aR)-2-(2,4-Difluoro-phenyl)-1a,2,5,5a-tetrahydro-1H-2,3-diaza-cyclopropa[a]pentalene-4-carboxylic acid [2-(pyridin-3-yloxy)-propyl]-amide